Butyl pyroglutamate N1[C@@H](CCC1=O)C(=O)OCCCC